COC=1C=C(C=C(C1OC)OC)N1C=NC(=C1)NC=1C2=C(N=C(N1)N1[C@@H](CCC1)C(=O)N)SC=C2 (S)-1-(4-((1-(3,4,5-trimethoxyphenyl)-1H-imidazol-4-yl)amino)thieno[2,3-d]pyrimidin-2-yl)pyrrolidine-2-carboxamide